C(C)(C)(C)OC(=O)N1C[C@@H](NCC1)C1=CC=CC=C1 (S)-3-phenylpiperazine-1-carboxylic acid tert-butyl ester